C(#N)C1=C(C=C(C=C1)F)[C@H]([C@H](C)C=1N(C(C(=C(N1)C(=O)NC=1C=NOC1)O)=O)C)C=1C(=NN(C1)C)F 2-((1S,2S)-1-(2-cyano-5-fluorophenyl)-1-(3-fluoro-1-methyl-1H-pyrazol-4-yl)propan-2-yl)-5-hydroxy-N-(isoxazol-4-yl)-1-methyl-6-oxo-1,6-dihydropyrimidine-4-carboxamide